4-([1,1'-biphenyl]-4-ylmethyl)-5-methylthiophene C1(=CC=C(C=C1)CC=1C=CSC1C)C1=CC=CC=C1